oxobut-1-en-2-yl benzoate C(C1=CC=CC=C1)(=O)OC(=C)CC=O